CN1CCN(CC1)C1=CC=CC=2OCCOC21 5-(4-methylpiperazin-1-yl)-2,3-dihydro-1,4-benzodioxine